Trisbenzyl-isopropylcyclopentadienyl-zirconium C(C1=CC=CC=C1)C1=C(C(C=C1)([Zr]C(C)C)CC1=CC=CC=C1)CC1=CC=CC=C1